C(C)NC(OCC1=CC=CC=C1)=O benzyl ethylcarbamate